3,5-diamino-4'-n-undecyl-benzophenone NC=1C=C(C(=O)C2=CC=C(C=C2)CCCCCCCCCCC)C=C(C1)N